N1(CCCC1)S(=O)(=O)C1=CC=C(C=C1)C1=NN=C(O1)CC1=CC=C(C(=O)NO)C=C1 4-[[5-(4-pyrrolidin-1-ylsulfonylphenyl)-1,3,4-oxadiazol-2-yl]methyl]benzohydroxamic acid